3-(1-n-octyl-2-methylindol-3-yl)phthalide C(CCCCCCC)N1C(=C(C2=CC=CC=C12)C1OC(=O)C2=CC=CC=C12)C